C(C)(C)(C)OC(=O)N1CCN(CC1)C=1C=C2CCN(CC2=CC1)[C@@H]1CN(C[C@@H](C1)C)C1=C2C=CC=NC2=C(C=C1)C#N 4-[2-[cis-1-(8-cyano-5-quinolyl)-5-methyl-3-piperidinyl]-3,4-dihydro-1H-isoquinolin-6-yl]piperazine-1-carboxylic acid tert-butyl ester